2-((2-cyclopropyl-4-(4-methylpiperazin-1-yl)phenyl)amino)-4-((3-(3-methyl-2-oxo-1,3-diazepan-1-yl)propyl)amino)pyrimidine-5-carbonitrile C1(CC1)C1=C(C=CC(=C1)N1CCN(CC1)C)NC1=NC=C(C(=N1)NCCCN1C(N(CCCC1)C)=O)C#N